C(CCNC[C@@H](CCN)O)C[C@@H](C(=O)[O-])N The molecule is a L-alpha-amino acid anion obtained by the deprotonation of the carboxy group of hypusine. It is a conjugate base of a hypusine.